CS(=O)(=O)C1=NN=C(O1)C=1C=C(C=C(C1)C=1OC(=NN1)S(=O)(=O)C)NC(CCOCCOCCOCCOCCC(=O)OC1=C(C(=CC(=C1F)F)F)F)=O 2,3,5,6-tetrafluorophenyl 16-((3,5-bis(5-(methylsulfonyl)-1,3,4-oxadiazol-2-yl)phenyl)amino)-16-oxo-4,7,10,13-tetraoxahexadecanoate